[Na].C(C1=CC=CC=C1)O[C@H]1[C@H](O)O[C@@H]([C@H]([C@@H]1OCC1=CC=CC=C1)O)CO 2,3-di-O-benzyl-β-D-glucopyranose sodium salt